COC1=CC=C(C=C1)C1SC2=C(NC(C1O)=O)C=CC=C2 2-(4-Methoxyphenyl)-3-hydroxy-2,3-dihydro-1,5-benzothiazepin-4(5H)-one